N1C(=CC=C1)C=O pyrrolal